ClC=1SC2=C(N1)C=C(C=C2)C#N 2-chlorobenzo[d]thiazole-5-carbonitrile